OC(CC(=O)NCC(=O)O)CCCCCCCCCCCCC N-(3-hydroxy-hexadecanoyl)glycine